1-[(6-{5-Azaspiro[2.3]hex-5-yl}-2-(difluoromethyl)pyridin-3-yl)methyl]-1H-pyrazole-4-carboxylic acid C1CC12CN(C2)C2=CC=C(C(=N2)C(F)F)CN2N=CC(=C2)C(=O)O